8-((S)-2-(4H-1,2,4-triazol-4-yl)propoxy)-5-isopropylisoquinolin N=1N=CN(C1)[C@H](COC=1C=CC(=C2C=CN=CC12)C(C)C)C